C(C)N1C=NN(C1=O)C1=NC(=NC=C1F)N1CCN(CC1)C(=O)N1N=CC[C@H]1C=1C=C(C#N)C=C(C1)F (S)-3-(1-(4-(4-(4-ethyl-5-oxo-4,5-dihydro-1H-1,2,4-triazol-1-yl)-5-fluoropyrimidin-2-yl)piperazine-1-carbonyl)-4,5-dihydro-1H-pyrazol-5-yl)-5-fluorobenzonitrile